ClC=1C=C(OC2CCC(CC2)NC(C2=CC=C(C=C2)CN2CCC3(CC2)CCN(CC3)C(=O)C3=CC(=C2C=CN(C2=C3)C(C)C)N3C(NC(CC3)=O)=O)=O)C=CC1C#N N-((1r,4r)-4-(3-Chloro-4-cyanophenoxy)cyclohexyl)-4-((9-(4-(2,4-dioxotetrahydropyrimidin-1(2H)-yl)-1-isopropyl-1H-indole-6-carbonyl)-3,9-diazaspiro[5.5]undecan-3-yl)methyl)benzamide